copper 5,10,15,20-tetraaminophenyl-porphyrin NC=1C=CC=C(C1)C1=C2NC(=C1)C=C1C=CC(=N1)C(=C1C=CC(N1)=C(C=1C=CC(N1)=C2N)N)N.[Cu]